(5R)-3-bromo-5-[(3S)-1-[[3-(trifluoromethyl)phenyl]methyl]-3-piperidyl]-4,5-dihydroisoxazole BrC1=NO[C@H](C1)[C@@H]1CN(CCC1)CC1=CC(=CC=C1)C(F)(F)F